8-[5-(1-hydroxyl-methylethyl)pyridin-3-yl]-1-[(2S)-2-methoxypropyl]-3-methyl-1,3-dihydro-2H-imidazo[4,5-c]quinolin-2-one OC(C)(C=1C=C(C=NC1)C1=CC=2C3=C(C=NC2C=C1)N(C(N3C[C@H](C)OC)=O)C)C